C(C)N(CCCC(C)NC=1N=CC(=NC1)C(=O)NC=1C=CC=C2C=CC(=NC12)C)CC 5-((5-(diethylamino)pentan-2-yl)amino)-N-(2-methylquinolin-8-yl)pyrazine-2-carboxamide